FCCOC1=CC=C(C=C1)C(C1CCNCC1)C1=CC=CC=C1 4-((4-(2-fluoroethoxy)phenyl)(phenyl)methyl)piperidine